5-amino-2-iodothiazole-4-carboxamide NC1=C(N=C(S1)I)C(=O)N